C(C)(C)NC1=C(C=NC2=CC=C(C=C12)C=1C=NNC1)C(=O)NCC1(NC(NC1=O)=O)C 4-(isopropylamino)-N-((4-methyl-2,5-dioxoimidazolidin-4-yl)methyl)-6-(1H-pyrazol-4-yl)quinoline-3-carboxamide